2,4,6,8,10-pentamethyltridecane CC(C)CC(CC(CC(CC(CCC)C)C)C)C